The molecule is an extended quinone obtained by formal autoxidation of 2,3,6-trihydroxypyridine. It has a role as a biological pigment. It derives from a 2,3,6-trihydroxypyridine. It is a conjugate acid of a nicotine blue(2-). C1=C(C(=O)NC(=O)C1=O)C2=C(NC(=O)C(=C2)O)O